C(C)(C)(C)OC(=O)N1[C@@H](C[C@@H](C1)O)COC(F)F (2S,4S)-2-((difluoromethoxy)methyl)-4-hydroxypyrrolidine-1-carboxylic acid tert-butyl ester